(3-benzyl-3-(1-(4-fluorophenyl)-6-methyl-1H-indazol-5-yl)pyrrolidin-1-yl)(thiophen-3-yl)methanone C(C1=CC=CC=C1)C1(CN(CC1)C(=O)C1=CSC=C1)C=1C=C2C=NN(C2=CC1C)C1=CC=C(C=C1)F